3-((S)-4-amino-6-((S)-3-(methoxymethyl)pyrrolidin-1-yl)pyrido[3,4-d]pyrimidin-8-yl)-2,4-dimethylphenol NC=1C2=C(N=CN1)C(=NC(=C2)N2C[C@H](CC2)COC)C=2C(=C(C=CC2C)O)C